methyl-(2-propenyl)phosphinic acid 2-propynyl ester C(C#C)OP(=O)(CC=C)C